C1(CC1)C=1C(=C2C(C(N(C2=C(C1)F)CC(=O)NC(C(CC(=O)OCC)C(F)(F)F)C)=O)(C)C)F ethyl 4-(2-(5-cyclopropyl-4,7-difluoro-3,3-dimethyl-2-oxoindolin-1-yl)acetamido)-3-(trifluoromethyl)pentanoate